(2E)-2-[3-[(E)-2-[1-[3-(1-adamantyl)-4-methoxy-phenyl]-2,2,4,7-tetramethyl-3,4-dihydroquinolin-6-yl]vinyl]-5,5-dimethyl-2-phenylsulfanyl-cyclohex-2-en-1-ylidene]acetaldehyde C12(CC3CC(CC(C1)C3)C2)C=2C=C(C=CC2OC)N2C(CC(C3=CC(=C(C=C23)C)/C=C/C2=C(\C(\CC(C2)(C)C)=C\C=O)SC2=CC=CC=C2)C)(C)C